4-[(E)-[2-hydroxyethyl-(5-methoxy-1,1-dioxo-1,2-benzothiazol-3-yl)hydrazono]methyl]-2-methoxy-phenol OCCN(\N=C\C1=CC(=C(C=C1)O)OC)C1=NS(C2=C1C=C(C=C2)OC)(=O)=O